4-(2,6-difluoro-4-methoxyphenyl)-3-({5-[4-(1H-pyrazol-1-yl)phenyl]-1,3,4-oxadiazol-2-yl}amino)pyrrolidin-2-one FC1=C(C(=CC(=C1)OC)F)C1C(C(NC1)=O)NC=1OC(=NN1)C1=CC=C(C=C1)N1N=CC=C1